4-(hydroxyamino)-benzoic acid ONC1=CC=C(C(=O)O)C=C1